thia-1-azabicyclo[4.2.0]oct-2-ene N12S=CCCC2CC1